FC1=C(C2=C(CCO2)C=C1NC1=NC(=CC(=N1)NC)C)C=1CCCN(CC1)C N2-[6-fluoro-7-(1-methyl-2,3,4,7-tetrahydroazepin-5-yl)-2,3-dihydrobenzofuran-5-yl]-N4,6-dimethyl-pyrimidine-2,4-diamine